N-(3-((5-bromo-3-methyl-4-oxo-3,4-dihydroquinazolin-6-yl)amino)-2-chloro-4-fluorophenyl)-3-fluoro-4-methoxypyrrolidine-1-sulfonamide BrC1=C2C(N(C=NC2=CC=C1NC=1C(=C(C=CC1F)NS(=O)(=O)N1CC(C(C1)OC)F)Cl)C)=O